C=CCO[C@@]1(C[C@H]([C@H]([C@H](O1)[C@@H](CO)O)O)O[C@@]2(C[C@H]([C@H]([C@H](O2)[C@@H](CO[C@@]3(C[C@H]([C@H]([C@H](O3)[C@@H](CO)O)O)O)C(=O)O)O)O)O)C(=O)O)C(=O)O The molecule is a trisaccharide derivative consisting of three 3-deoxy-alpha-D-manno-oct-2-ulopyranonosyl units in a linear sequence with an O-allyl group at the anomeric centre. It has a role as an antigen.